6-(2,7-dimethyl-2H-indazol-5-yl)-2-(1-(oxetan-3-yl)piperidin-4-yl)-2,7-naphthyridin-1(2H)-one CN1N=C2C(=CC(=CC2=C1)C=1C=C2C=CN(C(C2=CN1)=O)C1CCN(CC1)C1COC1)C